tert-butyl 3,3-dimethoxy-1-methyl-8-azabicyclo[3.2.1]octane-8-carboxylate COC1(CC2(CCC(C1)N2C(=O)OC(C)(C)C)C)OC